(2S,3S)-N-[(2-Methoxyphenyl)methyl]-2-phenyl-3-piperidinamine COC1=C(C=CC=C1)CN[C@@H]1[C@@H](NCCC1)C1=CC=CC=C1